ClC1=C(C(=CC=C1)Cl)C1=CC2=C(N=C(N=C2)NC=2N=NC(=CC2)OCC2COC(OC2)(C)C)N(C1=O)C 6-(2,6-dichlorophenyl)-2-((6-((2,2-dimethyl-1,3-dioxan-5-yl)methoxy)pyridazin-3-yl)amino)-8-methylpyrido[2,3-d]pyrimidin-7(8H)-one